2-(4-aminophenyl)-5-(4-aminophenoxy)benzimidazole NC1=CC=C(C=C1)C=1NC2=C(N1)C=CC(=C2)OC2=CC=C(C=C2)N